IC(C(=O)C)(I)I 1,1,1-triiodoacetone